3-(5-{2',7-dimethyl-1H,2'H-[3,4'-biindazol]-1-yl}pyridin-2-yl)-3-azabicyclo[3.1.0]-hexan-6-amine CN1N=C2C=CC=C(C2=C1)C1=NN(C2=C(C=CC=C12)C)C=1C=CC(=NC1)N1CC2C(C2C1)N